C(C)(=O)NS(=O)(=O)OC1=CC=CC=C1 AcetylphenoxySulfonamide